1-(5-(2-Fluoro-5-((4-oxo-3,4-dihydrophthalazin-1-yl)methyl)phenyl)-1H-benzoimidazol-2-yl)-3-phenylurea FC1=C(C=C(C=C1)CC1=NNC(C2=CC=CC=C12)=O)C1=CC2=C(NC(=N2)NC(=O)NC2=CC=CC=C2)C=C1